Ethyl 2-phenylspiro[5,7-dihydropyrazolo[5,1-b][1,3]oxazine-6,3'-oxetane]-3-carboxylate C1(=CC=CC=C1)C1=NN2C(OCC3(COC3)C2)=C1C(=O)OCC